tert-butyl 4-[2-fluoro-4-(4,4,5,5-tetramethyl-1,3,2-dioxaborolan-2-yl)phenyl]piperidine-1-carboxylate FC1=C(C=CC(=C1)B1OC(C(O1)(C)C)(C)C)C1CCN(CC1)C(=O)OC(C)(C)C